C(C)N(C1C=CC2=C(C3=CC=C(C=C3OC2=C1)N(CC)CC)C1=C(C(=O)OCCOC(C(=C)C)=O)C=CC=C1)CC 2-(methacryloyloxy)ethyl 2-(3,6-bis(diethylamino)-3H-xanthen-9-yl)benzoate